1,5-bis[4-(9H-carbazol-9-yl)phenyl]-9,10-diphenylanthracene C1=CC=CC=2C3=CC=CC=C3N(C12)C1=CC=C(C=C1)C1=CC=CC2=C(C3=C(C=CC=C3C(=C12)C1=CC=CC=C1)C1=CC=C(C=C1)N1C2=CC=CC=C2C=2C=CC=CC12)C1=CC=CC=C1